4,4'-diiodo-2,2'-bipyridine IC1=CC(=NC=C1)C1=NC=CC(=C1)I